3-(2H-tetrazol-5-yl)pyridin N=1NN=NC1C=1C=NC=CC1